4-(3-(4-(2-(2,6-dioxopiperidin-3-yl)-1,3-dioxoisoindolin-5-yl)piperazin-1-yl)propyl)piperazin O=C1NC(CCC1N1C(C2=CC=C(C=C2C1=O)N1CCN(CC1)CCCN1CCNCC1)=O)=O